(S)-2-(1-acryloylpiperidin-2-yl)-1-amino-4-(4-((4-isopropylpyridin-2-yl)carbamoyl)phenyl)-1H-imidazole-5-carboxamide C(C=C)(=O)N1[C@@H](CCCC1)C=1N(C(=C(N1)C1=CC=C(C=C1)C(NC1=NC=CC(=C1)C(C)C)=O)C(=O)N)N